Diethoxymethylvinylsilane C(C)OC(OCC)C=C[SiH3]